bis(di-4-tolylaminophenyl)cyclohexane C1(=CC=C(C=C1)N(C1=CC=C(C=C1)C)C1=C(C=CC=C1)C1(CCCCC1)C1=C(C=CC=C1)N(C1=CC=C(C=C1)C)C1=CC=C(C=C1)C)C